C(C1=CC=CC=C1)N1N=C(C=C1)C(=O)NC1CCC2=C(N(C1=O)C)C=C(C=C2)N2CC1(C2)CCOCC1 1-benzyl-N-(1-methyl-2-oxo-8-(7-oxa-2-azaspiro[3.5]nonan-2-yl)-2,3,4,5-tetrahydro-1H-benzo[b]azepin-3-yl)-1H-pyrazole-3-carboxamide